NOS(=O)(=O)O Hydroxylamine-O-sulfonic acid